4-methyl-N-[(4-tolyl)sulfonyl]benzenesulfonamide CC1=CC=C(C=C1)S(=O)(=O)NS(=O)(=O)C1=CC=C(C=C1)C